NC1=C(C=C(C=C1)C(N[C@H](C(NC(C(NN(CC(OC(C)(C)C)=O)C(/C=C/C(=O)OC)=O)=O)C1=CC=CC=C1)=O)C(C)(C)C)=O)Cl Methyl (E)-4-((3S)-1-(4-amino-3-chlorophenyl)-3-(tert-butyl)-13,13-dimethyl-1,4,7,11-tetraoxo-6-phenyl-12-oxa-2,5,8,9-tetraazatetradecan-9-yl)-4-oxobut-2-enoate